ClC1=C(CNC=2C(C(C2N(CC2=CC=C(C=C2)C2=NOC(=N2)C(F)(F)F)C)=O)=O)C(=CC=C1)Cl 3-((2,6-dichlorobenzyl)amino)-4-(methyl(4-(5-(trifluoromethyl)-1,2,4-oxadiazol-3-yl)benzyl)amino)cyclobut-3-ene-1,2-dione